N[C@@H]1[C@@H](CC2=CC(=CC=C12)OC(F)(F)F)O (1S,2R)-1-amino-5-(trifluoromethoxy)-2,3-dihydro-1H-inden-2-ol